COC1=CC=C(C=C1)/C(=C\C1=CC=C(C=C1)OC)/C1=C(C=CC(=C1)Br)C1=C(C=CC=C1)P(C1=CC=CC=C1)C1=CC=CC=C1 (E)-(2'-(1,2-bis(4-methoxyphenyl)vinyl)-4'-bromo-[1,1'-biphenyl]-2-yl)diphenylphosphine